5,6-diphenyl-1,2,4-triazin-3-ol C1(=CC=CC=C1)C=1N=C(N=NC1C1=CC=CC=C1)O